COC1=C(C=CC=C1)C(C(SC1=CC=CC=C1)S(=O)(=O)C1=CC=CC=C1)=O 1-(2-methoxyphenyl)-2-(phenylsulfonyl)-2-(phenylthio)ethan-1-one